amino-8-[trans-4-(2-hydroxyethoxy)cyclohexyl]-6-(6-methoxy-3-pyridyl)-4-methyl-pyrido[2,3-d]pyrimidin-7(8H)-one NC=1N=C(C2=C(N1)N(C(C(=C2)C=2C=NC(=CC2)OC)=O)[C@@H]2CC[C@H](CC2)OCCO)C